CC1CCC(NC1)C1CC2(CC(C2)N)C1 6-(5-methylpiperidin-2-yl)Spiro[3.3]heptan-2-amine